butyl 3-[4-chloro-3-(trifluoromethyl)anilino]-2-hydroxy-2-methyl-3-oxopropanoate ClC1=C(C=C(NC(C(C(=O)OCCCC)(C)O)=O)C=C1)C(F)(F)F